ClC=1C=C(C=C(C1OC1=NC=C(C(=C1)S(=O)(=O)CC)O)Cl)N1N=C(C(NC1=O)=O)C(F)F 2-[3,5-dichloro-4-[(4-ethylsulfonyl-5-hydroxy-2-pyridinyl)oxy]phenyl]-6-(difluoromethyl)-1,2,4-triazine-3,5-dione